NC1=C(C=C(C=N1)NC(C(N1[C@H](CC[C@@H](C1)C)C=1C=CC2=C(N=C(S2)[C@@H]2[C@@H](CN(CC2)C)C)C1)=O)=O)CC |r| N-(6-amino-5-ethyl-3-pyridyl)-2-oxo-2-[rac-(2R,5S)-5-methyl-2-[2-[rac-(3S,4S)-1,3-dimethyl-4-piperidyl]-1,3-benzothiazol-5-yl]-1-piperidyl]acetamide